ClC1=C(C=CC(=C1)CNCCCC(=O)NCCNC1=NC2=C(C3=CN=CC=C13)C=CC(=C2)C(=O)N)C2=CC=CC=C2 5-((2-(4-(((2-Chloro-[1,1'-biphenyl]-4-yl)methyl)amino)butanamido)ethyl)amino)benzo[c][2,6]naphthyridine-8-carboxamide